2-(((S)-1-(1H-tetrazol-1-yl)propan-2-yl)oxy)-4-(2-((1-((1r,4r)-4-morpholinocyclohexyl)-3-(pyridin-2-ylmethoxy)-1H-pyrazol-4-yl)amino)pyrimidin-5-yl)benzonitrile N1(N=NN=C1)C[C@H](C)OC1=C(C#N)C=CC(=C1)C=1C=NC(=NC1)NC=1C(=NN(C1)C1CCC(CC1)N1CCOCC1)OCC1=NC=CC=C1